S1C(=NC2=C1C=CC=C2)C=2C(=CC(=C(C#N)C2)N2C1=CC=CC=C1C=1C=C(C=CC21)C2=CC=CC=C2)N2C1=CC=CC=C1C=1C=C(C=CC21)C2=CC=CC=C2 5-(benzo[d]thiazol-2-yl)-2,4-bis(3-phenyl-9H-carbazol-9-yl)benzonitrile